ClC=1C=C(C(=C2CCCC12)NC(OC1=CC=CC=C1)=O)C1CC1 phenyl (7-chloro-5-cyclopropyl-2,3-dihydro-1H-inden-4-yl)carbamate